(2S,4R)-1-[(2S)-2-[4-(6-fluoro-2-methyl-3-pyridyl)triazol-1-yl]-3,3-dimethyl-butanoyl]-4-hydroxy-N-methyl-pyrrolidine-2-carboxamide FC1=CC=C(C(=N1)C)C=1N=NN(C1)[C@H](C(=O)N1[C@@H](C[C@H](C1)O)C(=O)NC)C(C)(C)C